4-Nitro-1-((2-(trimethylsilyl)ethoxy)methyl)-1H-indole-3-carbaldehyde [N+](=O)([O-])C1=C2C(=CN(C2=CC=C1)COCC[Si](C)(C)C)C=O